benzyl (3-((tert-butyldimethylsilyl)oxy)pent-4-en-2-yl)carbamate [Si](C)(C)(C(C)(C)C)OC(C(C)NC(OCC1=CC=CC=C1)=O)C=C